CN1C(=NN=C1)CC1(COC1)C1=CC=C2CN(C(C2=C1)=O)C1=NC(=CC(=C1)CNC1(CCC1)C)C(F)(F)F 6-(3-((4-Methyl-4H-1,2,4-triazol-3-yl)methyl)oxetan-3-yl)-2-(4-(((1-methyl-cyclobutyl)amino)methyl)-6-(trifluoromethyl)pyridin-2-yl)isoindolin-1-one